C(C)(=O)ON=C(C)C1=CC=CC=2C3=CC(=CC=C3N(C12)CC)C(C1=C(C=C(C=C1)OCC1OC(OCC1)(C)C)C)=O N-acetoxy-1-[9-ethyl-6-{2-methyl-4-(3,3-dimethyl-2,4-dioxanylmethoxy)benzoyl}-9H-carbazolyl]ethane-1-imine